(1-bromocyclopentyl)(2-chlorophenyl)methylKetone BrC1(CCCC1)C(C1=C(C=CC=C1)Cl)C(=O)C(C1(CCCC1)Br)C1=C(C=CC=C1)Cl